FC(C=1C(=C(C=CC1)[C@@H](C)NC=1C2=C(N=C(N1)C)N=C(C(=C2)N2CCN(CC2)C)OCCN(C)C)F)F (R)-N-(1-(3-(difluoromethyl)-2-fluorophenyl)ethyl)-7-(2-(dimethylamino)ethoxy)-2-methyl-6-(4-methylpiperazin-1-yl)pyrido[2,3-d]pyrimidin-4-amine